2-{[1,3-dimethyl-2,4-dioxo-7-(pyrrolidin-1-yl)-1,2,3,4-tetrahydropyrido[2,3-d]pyrimidin-5-yl]amino}-N-[3-(trifluoromethyl)phenyl]acetamide CN1C(N(C(C2=C1N=C(C=C2NCC(=O)NC2=CC(=CC=C2)C(F)(F)F)N2CCCC2)=O)C)=O